BrC=1C=C2CCOCC2=C(C1)C1N(CCC1)C(=O)[O-] 2-(6-bromoisochroman-8-yl)pyrrolidine-1-carboxylate